(S)-2-[[4-[2-[(2,6-dimethylpyrimidin-4-yl)amino]pyrazolo[1,5-a]pyridin-5-yl]-6-methyl-3-pyridyl]oxy]-1-(1-methylcyclopropyl)ethanol CC1=NC(=CC(=N1)NC1=NN2C(C=C(C=C2)C2=C(C=NC(=C2)C)OC[C@@H](O)C2(CC2)C)=C1)C